4-amino-2-(cyclopentylamino)-6-(thiazol-2-yl)nicotinonitrile NC1=CC(=NC(=C1C#N)NC1CCCC1)C=1SC=CN1